C(C)(C)(C)OC(N[C@H](C1=NN(C=C1)C(F)F)C1CC1)=O (S)-(cyclopropyl-(1-(difluoromethyl)-1H-pyrazol-3-yl)methyl)carbamic acid tert-butyl ester